2-methoxy-5-methyl-N-[1-[3-(trifluoromethyl)phenyl]ethyl]pyrido[2,3-d]pyridazin-8-amine COC=1C=CC=2C(=C(N=NC2C)NC(C)C2=CC(=CC=C2)C(F)(F)F)N1